5-[(3-Methylphenyl)thio]-2-(methylsulfanyl)pyrimidine-4-carboxylic acid CC=1C=C(C=CC1)SC=1C(=NC(=NC1)SC)C(=O)O